CN1C(CCC1)=O 1-methyl-pyrrolidin-2-one